3-(4-chlorophenyl)-5-methyl-N-((4-(pentafluoro-λ6-sulfanyl)phenyl)sulfonyl)-4-phenyl-4,5-dihydro-1H-pyrazole-1-carboxamide ClC1=CC=C(C=C1)C1=NN(C(C1C1=CC=CC=C1)C)C(=O)NS(=O)(=O)C1=CC=C(C=C1)S(F)(F)(F)(F)F